C(CCCCCCCC)C[N+](C)(C)CCCCCCCCCC nonyldecyltrimethylammonium